(5-Phenyl-penta-2,4-dienoyl)guanidin C1(=CC=CC=C1)C=CC=CC(=O)NC(=N)N